C(C1=CC=CC=C1)(=O)OC1=C(C=C(C=C1)F)C(\C=C\C1=CC(=C(C=C1)OC)OC)=O 2-[(2E)-3-(3,4-dimethoxyphenyl)prop-2-enoyl]-4-fluorophenyl benzoate